C[C@@H]1CN(C[C@@H](N1)C)C1=CC=CC(=N1)CNC=1C2=C(N=CN1)NC=C2C=2C=NC=C(C2)NC N-((6-((3R,5S)-3,5-Dimethylpiperazin-1-yl)pyridin-2-yl)methyl)-5-(5-(methylamino)pyridin-3-yl)-7H-pyrrolo[2,3-d]pyrimidin-4-amine